COC1=CC=C(C=C1)C1(C=CC2=C(O1)C=1C=CC(=CC1C1=C2C(C2=CC(=CC=C21)C#N)(CC)CC)OC)C2=CC=CC=C2 3-(4-methoxyphenyl)-3-phenyl-7-methoxy-11-cyano-13,13-diethyl-3H,13H-indeno[2',3':3,4]naphtho[1,2-b]pyran